5α-HYDROXY-6β-[2-(1H-IMIDAZOL-4-YL)ETHYLAMINO]CHOLESTAN-3β-OL O[C@]12[C@@H](C[C@H]3[C@@H]4CC[C@H]([C@@H](CCCC(C)C)C)[C@]4(CC[C@@H]3[C@]2(CC[C@@H](C1)O)C)C)NCCC=1N=CNC1